FC=1C=CC(=NC1)NC1=CC2=C(C=N1)C(NN2C2=CC(=CC=C2)OC)=O 6-((5-fluoropyridin-2-yl)amino)-1-(3-methoxyphenyl)-1,2-dihydro-3H-pyrazolo[4,3-c]pyridin-3-one